N1N=CC2=CC=CC(=C12)CC(=O)NC=1C=C(C=C(C1)C(F)(F)F)NC(=O)C=1[N+](=NOC1[NH-])CC1=NC=CC=C1 4-((3-(2-(1H-Indazol-7-yl)acetamido)-5-(trifluoromethyl)phenyl)carbamoyl)(3-(pyridin-2-ylmethyl)-1,2,3-oxadiazol-3-ium-5-yl)amide